NC1=NN2C(C=C(C=C2)C=2C(=C(C(=O)NCC[C@@H](O)C3=CC=C(C=C3)Cl)C(=CC2)OC)F)=N1 (R)-3-(2-amino-[1,2,4]triazolo[1,5-a]pyridin-7-yl)-N-(3-(4-chlorophenyl)-3-hydroxypropyl)-2-fluoro-6-methoxybenzamide